(R)-6-(2-((3,3-difluoro-1-(oxetan-3-yl)piperidin-4-yl)amino)-6-fluoro-4-methoxypyrrolo[2,1-f][1,2,4]triazin-5-yl)-8-fluoro-N-methylimidazo[1,2-a]pyridine-3-carboxamide FC1(CN(CC[C@H]1NC1=NN2C(C(=N1)OC)=C(C(=C2)F)C=2C=C(C=1N(C2)C(=CN1)C(=O)NC)F)C1COC1)F